N-(pyridin-2-yl)picolinamid N1=C(C=CC=C1)NC(C1=NC=CC=C1)=O